COC(C1=CC(=C(C=C1)C1(CC1)N)F)=O 4-(1-aminocyclopropyl)-3-fluoro-benzoic acid methyl ester